CC=1C=C(C(=O)N/N=C(\C)/C2=CC=3CCCCC3C=C2)C=CC1 (E)-3-methyl-N'-(1-(5,6,7,8-tetrahydronaphthalen-2-yl)ethylidene)benzohydrazide